OCC1=CC=CC(=N1)C(=O)NC1CC2(C1)CC(C2)OC2=C(C=C1C(=N2)N(N=C1)C)C(N)=O 6-(hydroxymethyl)-N-[(4s)-6-({5-carbamoyl-1-methyl-1H-pyrazolo[3,4-b]pyridin-6-yl}oxy)spiro[3.3]heptan-2-yl]pyridine-2-carboxamide